6-cyclopropoxy-N-(1-cyclopropyl-2-oxo-1,2-dihydropyridin-3-yl)-2-((1r,4r)-4-(2-hydroxyethyl)cyclohexyl)-2H-indazole-5-carboxamide C1(CC1)OC=1C(=CC2=CN(N=C2C1)C1CCC(CC1)CCO)C(=O)NC=1C(N(C=CC1)C1CC1)=O